C(#N)C1=CC(=C(OC2CC3(CN(C3)C(=O)OCCCC)C2)C=C1)F butyl 6-(4-cyano-2-fluorophenoxy)-2-azaspiro[3.3]heptane-2-carboxylate